C(CCC)OC1C[C@@H]2CC[C@H](C1)C2 (1R,3R,5S,8R)-3-Butoxybicyclo[3.2.1]octan